(2S)-2-hydroxy-N-(2-methyl-1H-imidazol-4-yl)-3-{[3-(1-methyl-1H-pyrazol-4-yl)phenyl]formamido}propanamide O[C@H](C(=O)NC=1N=C(NC1)C)CNC(=O)C1=CC(=CC=C1)C=1C=NN(C1)C